(1S,3S,4S,5S)-5-fluoro-2-azabicyclo[2.2.1]heptane F[C@@H]1[C@@H]2CN[C@H](C1)C2